CNCC(=O)NC1(CCC1)C(=O)NC=1SC2=C(N1)C=CC(=C2)OC(F)(F)F 1-(2-(methylamino)acetamido)-N-(6-(trifluoromethoxy)benzo[d]thiazol-2-yl)cyclobutane-1-carboxamide